6-chloro-2-ethyl-N-({4-[2-(trifluoromethanesulfonyl)-2-azaspiro[3.3]heptan-6-yl]phenyl}methyl)imidazo[1,2-a]pyridine-3-carboxamide ClC=1C=CC=2N(C1)C(=C(N2)CC)C(=O)NCC2=CC=C(C=C2)C2CC1(CN(C1)S(=O)(=O)C(F)(F)F)C2